3,6-dichlorochromeno[3,2-c]pyridin-10-one ClC1=CC2=C(C=N1)C(C=1C=CC=C(C1O2)Cl)=O